ClC1=CC(=C(C=C1O)N1C(N(C(=CC1=O)C(C)(F)F)C)=O)F 3-(4-Chloro-2-fluoro-5-hydroxyphenyl)-6-(1,1-difluoroethyl)-1-methylpyrimidine-2,4(1H,3H)-dione